4-((1S,2S)-2-(4,4,5,5-tetramethyl-1,3,2-dioxaborolan-2-yl)cyclopropyl)-2H-[1,4'-bipyridin]-2-one CC1(OB(OC1(C)C)[C@@H]1[C@H](C1)C1=CC(N(C=C1)C1=CC=NC=C1)=O)C